(6-(1,5-dimethyl-1H-1,2,3-triazol-4-yl)-2-methoxypyridin-3-yl)-5-methyl-3-phenylisoxazole-4-carboxamide CN1N=NC(=C1C)C1=CC=C(C(=N1)OC)NC(=O)C=1C(=NOC1C)C1=CC=CC=C1